2-(4-chlorophenyl)-4-phenyl-2H-benzo[e][1,3]oxazin-3(4H)-ol ClC1=CC=C(C=C1)C1OC2=C(C(N1O)C1=CC=CC=C1)C=CC=C2